tert-butyl (R)-(4-chloro-3-hydroxybutyl)-carbamate ClC[C@@H](CCNC(OC(C)(C)C)=O)O